S1N=C(C=C1)C1=C2C=CC(=NC2=C(C=C1)C)C(=O)O 5-(isothiazol-3-yl)-8-methylquinoline-2-carboxylic acid